monosodium N-tris(hydroxymethyl)methyl-2-aminoethanesulfonic acid OCC(NCCS(=O)(=O)O)(CO)CO.[Na]